N-mercapto-3-butyryl-pyrrole SN1C=C(C=C1)C(CCC)=O